FC1=CC2=C(C=C3N2C(=NN(C3=O)CC(=O)NC3CCC(CC3)C(=O)O)C(C)C)S1 (1r,4r)-4-(2-(2-Fluoro-5-isopropyl-8-oxothieno[2',3':4,5]pyrrolo[1,2-d][1,2,4]triazin-7(8H)-yl)acetamido)cyclohexane-1-carboxylic acid